ClC=1C=C(C=CC1OCC1=NC=CC=C1)NC1=C(C=NC2=CC(=C(C=C12)NC(C=CCN1CC(C1)N(C)C)=O)OCC)C#N N-(4-((3-chloro-4-(pyridin-2-ylmethoxy)phenyl)amino)-3-cyano-7-ethoxyquinolin-6-yl)-4-(3-(dimethylamino)azetidin-1-yl)but-2-enamide